C(=C)C(C#C)CC 3-vinyl-pentyne